chloro-N-(1-(5-(6-ethoxy-1H-pyrazolo[3',4':3,4]pyrazolo[1,5-a]pyridin-4-yl)pyrazin-2-yl)-4-methylpiperidin-4-yl)-5-fluoro-2-pyridinecarboxamide ClC=1C(=NC=C(C1)F)C(=O)NC1(CCN(CC1)C1=NC=C(N=C1)C=1C=2N(C=C(C1)OCC)N=C1C2C=NN1)C